ClC1=NC=C(C=N1)CC(=O)O (2-chloropyrimidin-5-yl)acetic acid